5-bromo-6-fluoro-1-(3-fluoro-4-methylbenzyl)-2-oxo-2,3-dihydro-1H-benzo[b]azepine-4-carboxylic acid BrC=1C2=C(N(C(CC1C(=O)O)=O)CC1=CC(=C(C=C1)C)F)C=CC=C2F